(R)-6-Phenyl-3-((1-(2-phenylpiperazine-1-carbonyl)piperidin-4-yl)methyl)pyrimidin-4(3H)-one C1(=CC=CC=C1)C1=CC(N(C=N1)CC1CCN(CC1)C(=O)N1[C@@H](CNCC1)C1=CC=CC=C1)=O